2-bromo-8-(2-chloro-5-fluorophenyl)-7-(4-methoxybenzyl)-7,8-dihydro-6H-oxazolo[4,5-e]isoindol-6-one BrC=1OC=2C(=C3C(N(C(C3=CC2)=O)CC2=CC=C(C=C2)OC)C2=C(C=CC(=C2)F)Cl)N1